FC(OC=1C=NC=C(C1N1C(N(C=2C=NC=3C=C(C(=CC3C21)C=2C(=NN(C2)C)C)OC)C)=O)F)F 1-(3-Difluoromethoxy-5-fluoropyridin-4-yl)-8-(1,3-dimethyl-1H-pyrazol-4-yl)-7-methoxy-3-methyl-1,3-dihydroimidazo[4,5-c]-quinolin-2-one